1-butyl-2,3-dimethylimidazole perchlorate Cl(=O)(=O)(=O)O.C(CCC)N1C(N(C=C1)C)C